Tripropoxy(4-isopropenylphenyl)silane C(CC)O[Si](C1=CC=C(C=C1)C(=C)C)(OCCC)OCCC